6-chloro-3-ethyl-7-fluoro-2-((S)-1-((R)-6-methyl-1,4-diazepan-1-yl)butyl)quinazolin-4(3H)-one ClC=1C=C2C(N(C(=NC2=CC1F)[C@H](CCC)N1CCNC[C@H](C1)C)CC)=O